N-methoxy-N,1,3-trimethyl-1H-thieno[2,3-c]Pyrazole-5-carboxamide CON(C(=O)C1=CC2=C(N(N=C2C)C)S1)C